4-(2-Amino-2-methylpropanoyl)-N-(1-(6-(4-(2-aminoethyl)piperidin-1-yl)-5,6,7,8-tetrahydronaphthalen-2-yl)-2-oxo-1,2-dihydropyrimidin-4-yl)piperazine-1-carboxamide hydrochloride salt Cl.NC(C(=O)N1CCN(CC1)C(=O)NC1=NC(N(C=C1)C1=CC=2CCC(CC2C=C1)N1CCC(CC1)CCN)=O)(C)C